triphenylphosphorus C1(=CC=CC=C1)P(C1=CC=CC=C1)C1=CC=CC=C1